N-(adamantan-2-yl)-2-(6-(2-chlorobenzyl)-1,1-dioxido-1,2,6-thiadiazinan-2-yl)acetamide C12C(C3CC(CC(C1)C3)C2)NC(CN2S(N(CCC2)CC2=C(C=CC=C2)Cl)(=O)=O)=O